2,2-Bis(5-methyl-2-oxolanyl)propan CC1CCC(O1)C(C)(C)C1OC(CC1)C